ClC1=CC(=NC=N1)C=1C(=NN(C1C)CC(=O)NC1=NC=C(C=C1)C1=NC=CN=C1)C 2-[4-(6-chloropyrimidin-4-yl)-3,5-dimethyl-pyrazol-1-yl]-N-(5-pyrazin-2-yl-2-pyridyl)acetamide